C(C)(C)(C)OC(=O)N1N=C(C(=C1)C1=NC(=CC=C1)Cl)C1CC1 4-(6-chloropyridin-2-yl)-3-cyclopropyl-1H-pyrazole-1-carboxylic acid tert-butyl ester